2-[4-(1H-pyrrolo[2,3-b]pyridin-4-yl)-1H-pyrazol-1-yl]propanenitrile N1C=CC=2C1=NC=CC2C=2C=NN(C2)C(C#N)C